1,1,4-tris(3-methyl-4-hydroxyphenyl)butane CC=1C=C(C=CC1O)C(CCCC1=CC(=C(C=C1)O)C)C1=CC(=C(C=C1)O)C